2-amino-2-(2-methylphenyl)cyclohexanone NC1(C(CCCC1)=O)C1=C(C=CC=C1)C